1-(3-triethoxysilylpropyl)-2,3-diisopropylguanidine C(C)O[Si](CCCNC(=NC(C)C)NC(C)C)(OCC)OCC